C(N)(=N)NC(N)=O 3-carbamimidoyl-urea